2,8,9-triisobutyl-2,5,8,9-tetraazabicyclo[4.4.0]dec-5-ene C(C(C)C)N1C2CN(N(CC2=NCC1)CC(C)C)CC(C)C